N-[4-(pentafluoro-sulfanyl)phenyl]-3-(4,4,5,5-tetramethyl-1,3,2-dioxaborolan-2-yl)pyridin-2-amine FS(C1=CC=C(C=C1)NC1=NC=CC=C1B1OC(C(O1)(C)C)(C)C)(F)(F)(F)F